2,3-diethyl-9,10-bis(ethoxycarbonyloxy)anthracene C(C)C1=CC2=C(C3=CC=CC=C3C(=C2C=C1CC)OC(=O)OCC)OC(=O)OCC